CC(CC(C)C)NCCC[Si](OCC)(OCC)OCC N-(1,3-dimethylbutyl)-3-triethoxysilyl-1-propylamine